methyl 5-(propan-1-yn-1-yl)-1H-indazole-7-carboxylate C(#CC)C=1C=C2C=NNC2=C(C1)C(=O)OC